C(C)C(C(=O)O[BH-](OC(C(CCCC)CC)=O)OC(C(CCCC)CC)=O)CCCC.[Na+] sodium tris-(2-ethylhexanoyloxy)borohydride